FC1=CC=C(C=C1)[C@H](C)NC(CN1N=NC2=C(C1=O)C=CS2)=O (S)-N-(1-(4-fluorophenyl)ethyl)-2-(4-oxothieno[2,3-d]triazin-3(4H)yl)acetamide